FC(C=1C=C(C=C(C1)\C=C\C1=CC(=CC=C1)C(F)(F)F)C1=C(N=NN1)C#N)(F)F 5-{3-trifluoromethyl-5-[(E)-2-(3-trifluoromethyl-phenyl)-vinyl]-phenyl}-1H-[1,2,3]triazole-4-carbonitrile